1,2,3,4,5-pentamethylcyclopentane CC1C(C(C(C1C)C)C)C